CN(C=1C=C(C=CC1)OC)C meta-dimethylaminoanisole